C[Si](CCCCCC[SiH2]C(NCCC[Si](OC)(OC)OC)NCCC[Si](OC)(OC)OC)(OCC)OCC 1-methyldiethoxysilyl-6-bis(trimethoxysilylpropylamino)methylsilylhexane